NCCN1C(C=2C(C1=O)=CC=CC2)=O N-(2-aminoethyl)phthalimide